C(CCC)C=1N(C2=C(C(=NC=3C=CC=CC23)N)N1)CC1=CC=C(C=C1)OC 2-butyl-1-(4-methoxybenzyl)-1H-imidazo[4,5-c]quinolin-4-amine